C(#N)C=1C(=NC=2CNCCC2C1C1=C(C=C(C=C1)F)F)N1[C@H](C2(CN(C2)C(=O)OC(C)(C)C)CC1)C tert-butyl (5S)-6-(3-cyano-4-(2,4-difluorophenyl)-5,6,7,8-tetrahydro-1,7-naphthyridin-2-yl)-5-methyl-2,6-diazaspiro[3.4]octane-2-carboxylate